6-bromohexyl 4,4-bis(nona-3,6-dien-1-yloxy)butanoate C(CC=CCC=CCC)OC(CCC(=O)OCCCCCCBr)OCCC=CCC=CCC